methoxydichloromethane COC(Cl)Cl